COC1=CC2=C(N=CN=C2OC2=CC=C(C=C2)N2C(N(CC2=O)C=2C=NC=C(C2)C(F)(F)F)=O)C=N1 3-{4-[(6-methoxypyrido[3,4-d]pyrimidin-4-yl)oxy]phenyl}-1-[5-(trifluoromethyl)-3-pyridinyl]-2,4-imidazolidinedione